C1(CC1)[C@@H](CO)NC(=O)C=1C(N(N=C(C1)C1=CC=C(C=C1)C(F)(F)F)C=1C=NSC1)=O N-[(1S)-1-Cyclopropyl-2-hydroxyethyl]-3-oxo-2-(1,2-thiazol-4-yl)-6-[4-(trifluoromethyl)-phenyl]-2,3-dihydropyridazine-4-carboxamide